ClC=1C=C(C=CC1C=1N(C2=NC=NC(=C2N1)OC1(CC1)C)CC1=NC=CC(=C1)C)C1C(NCC1)=O 3-(3-chloro-4-(6-(1-methylcyclopropoxy)-9-((4-methylpyridin-2-yl)methyl)-9H-purin-8-yl)phenyl)pyrrolidin-2-one